C(C)C1=NN2C(C=C(C3=C(C=CN=C23)F)N2CCN(CC2)C(=O)O)=C1N=O 4-(2-Ethyl-6-fluoro-3-nitrosopyrazolo[1,5-a]naphthyridin-5-yl)piperazine-1-carboxylic acid